CC1=C(C=C(C=C1)C)NC(=O)OCC(=O)OCC Ethyl 2-{[(2,5-dimethyl-phenyl)carbamoyl]oxy}acetate